1-(4-methoxypiperidine-1-carbonyl)piperidin COC1CCN(CC1)C(=O)N1CCCCC1